NC1=C(C(N(N1)C)=O)C1=CC=C(C=C1)F 5-amino-4-(4-fluorophenyl)-2-methyl-1,2-dihydro-3H-pyrazol-3-one